CC=1N=C(C2=C(N1)C=NC(=C2)S(=O)(=O)C(C)C)O 2-Methyl-6-(propane-2-sulfonyl)pyrido[3,4-d]pyrimidin-4-ol